N-(4-(Benzo[d][1,3]dioxol-5-ylamino)-2-(naphthalen-2-yl)quinazolin-6-yl)-4-(trifluoromethyl)benzamide O1COC2=C1C=CC(=C2)NC2=NC(=NC1=CC=C(C=C21)NC(C2=CC=C(C=C2)C(F)(F)F)=O)C2=CC1=CC=CC=C1C=C2